N-[(3S)-1-azabicyclo[2.2.2]octan-3-yl]-7-(benzyloxy)-1H,2H,3H-benzo[b]pyrrolizine-9-carboxamide N12C[C@H](C(CC1)CC2)NC(=O)C=2C1=C(N3CCCC23)C=CC(=C1)OCC1=CC=CC=C1